C(C1=CC=C(C(=O)[O-])C=C1)(=O)OCCO.C(C1=CC=C(C(=O)[O-])C=C1)(=O)OCCO bis(hydroxyethyl) bis-terephthalate